tris(trimethylgermyl)arsine C[Ge](C)(C)[As]([Ge](C)(C)C)[Ge](C)(C)C